COC(=O)C=1C(N(C=CC1)C1CC(C1)(F)F)=O.COC1=CC=C(C=C1)C1=CC=C(C=C1)OC 4,4'-dimethoxybiphenyl methyl-1-(3,3-difluorocyclobutyl)-2-oxo-1,2-dihydropyridine-3-carboxylate